ClC=1C(=C(C=CC1)NCC(=O)N1[C@@H]2CC([C@H]([C@H]1C(=O)N[C@@H](C[C@H]1C(NCC1)=O)\C=C(/S(=O)(=O)C)\F)CC2)(F)F)C (1S,3S,4S)-2-((3-chloro-2-methylphenyl)glycyl)-5,5-difluoro-N-((S,Z)-4-fluoro-4-(methylsulfonyl)-1-((S)-2-oxopyrrolidin-3-yl)but-3-en-2-yl)-2-azabicyclo[2.2.2]octane-3-carboxamide